CC1(OCC[C@@H](O1)CO)C |o1:5| (4R)- or (4S)-(2,2-dimethyl-1,3-dioxan-4-yl)-methanol